CC=1N=C(SC1NC1=NC=C(C(=N1)NCCCN1CCOCCC1=O)C(F)(F)F)C1CCN(CC1)C 4-(3-((2-((4-methyl-2-(1-methylpiperidin-4-yl)thiazol-5-yl)amino)-5-(trifluoromethyl)pyrimidin-4-yl)amino)propyl)-1,4-oxazepan-5-one